C(C)(C)(C)C1=C(C(=C(N1C(=O)[O-])C1CCC(CC1)(C)C)C(N)=O)Br tert-butyl-4-bromo-2-(4,4-dimethylcyclohexyl)-carbamoyl-1H-pyrrole-1-carboxylate